C(C)(C)N1CC2=CC(=CC=C2CC1)N 2-isopropyl-1,2,3,4-tetrahydroisoquinolin-7-amine